BrC=1C=C(C(N(C1)C)=O)Cl 5-bromo-3-chloro-1-methylpyridin-2(1H)-one